(1R,5R)-6-benzyl-2,6-diazabicyclo[3.2.0]heptane C(C1=CC=CC=C1)N1[C@@H]2CCN[C@@H]2C1